ClC1=C(C=C(C=C1)F)C1CNC(C2=CC(=CC(=C12)NC(C1=CC(=CC(=C1)C(F)(F)F)F)=O)C=1C=NN(C1)C1CC1)=O N-(4-(2-chloro-5-fluorophenyl)-7-(1-cyclopropyl-1H-pyrazol-4-yl)-1-oxo-1,2,3,4-tetrahydroisoquinolin-5-yl)-3-fluoro-5-(trifluoromethyl)benzamide